1,2-dibromo-3-ethoxy-1-propene BrC=C(COCC)Br